ClC=1C(=C(C=CC1)[C@@H]1N(OCC1)C1=CC(=NC=N1)NC=1C(=CC(=C(C1)NC(C=C)=O)N1CCC(CC1)N1[C@H](CN(CC1)C1CC1)C)OC)F N-(5-((6-((R)-3-(3-chloro-2-fluorophenyl)isoxazolidine-2-yl)pyrimidine-4-yl)amino)-2-(4-((S)-4-cyclopropyl-2-methylpiperazine-1-yl)piperidine-1-yl)-4-methoxyphenyl)acrylamide